(5-(hydroxymethyl)thiophen-2-yl)dec-1-en-3-one OCC1=CC=C(S1)C=CC(CCCCCCC)=O